C1(=CC=C(C=C1)N1C=NC(=C1)C)C 1-(p-tolyl)-4-methylimidazole